C(C)(C)(C)OC(=O)N1[C@@H](C(C1)(C)C)C(N(C)C)=O.F[P-](F)(F)(F)(F)F.N1(N=NC2=C1N=CC=C2)OC(=[N+](C)C)N(C)C O-(7-Azabenzotriazol-1-yl)-N,N,N',N'-tetramethyluronium hexafluorophosphat tert-butyl-(S)-2-(dimethylcarbamoyl)-3,3-dimethylazetidine-1-carboxylate